C(C)[C@]1(C(OCC=2C(N3CC=4C(=NC=5C=C(C(=CC5C4CN4CC[NH+](CC4)C)OC)F)C3=CC21)=O)=O)O 4-(((S)-4-ethyl-8-fluoro-4-hydroxy-9-methoxy-3,14-dioxo-3,4,12,14-tetrahydro-1H-pyrano[3',4':6,7]indolizino[1,2-b]quinolin-11-yl)methyl)-1-methylpiperazin-1-ium